tert-butyl 4-(1H-pyrrolo[2,3-c]pyridin-3-yl)-5,6-dihydropyridine-1(2H)-carboxylate N1C=C(C=2C1=CN=CC2)C2=CCN(CC2)C(=O)OC(C)(C)C